O.O1C(=C(C(=O)C2=CC=CC=C12)O)C1=CC=CC=C1 flavonol compound with water